7-((4-vinyl-benzyl)oxy)bicyclo[4.2.0]octa-1(6),2,4-triene C(=C)C1=CC=C(COC2C=3C=CC=CC3C2)C=C1